tert-butyl (R)-3-methyl-4-(1-(oxetan-3-yl)-1H-pyrazol-5-yl)piperazine-1-carboxylate C[C@@H]1CN(CCN1C1=CC=NN1C1COC1)C(=O)OC(C)(C)C